2-((4-(3-Isopropyl-2-(8-methoxy-[1,2,4]triazolo[1,5-a]pyridin-6-yl)-1H-indol-5-yl)cyclohexyl)amino)acetamid C(C)(C)C1=C(NC2=CC=C(C=C12)C1CCC(CC1)NCC(=O)N)C=1C=C(C=2N(C1)N=CN2)OC